4-[rac-(3R)-3-(2,4-dichlorophenyl)-2,3-dihydro-1,4-benzodioxin-5-yl]piperidine 2-(benzo[d]thiazol-2-ylcarbamoyl)pyridin-3-yl(amino)imidazo[1,2-a]pyridine-8-carboxylate S1C(=NC2=C1C=CC=C2)NC(=O)C2=NC=CC=C2OC(=O)C=2C=1N(C=CC2)C=C(N1)N.ClC1=C(C=CC(=C1)Cl)[C@H]1OC2=C(OC1)C=CC=C2C2CCNCC2 |r|